C(C)(C)(C)OC(NC(C(C1=C(C=CC=C1)C(F)(F)F)=O)C)=O tert-Butyl(1-oxo-1-(2-(trifluoromethyl)phenyl)propan-2-yl)carbamate